N1(CCCC1)N1CCCCC1 azacyclopentyl-piperidine